butyl 4-(((5-decylbenzo[d]oxazol-2-yl)amino)methyl)piperidine-1-carboxylate C(CCCCCCCCC)C=1C=CC2=C(N=C(O2)NCC2CCN(CC2)C(=O)OCCCC)C1